The molecule is an alpha-D-galactoside having a 4-methylumbelliferyl substituent at the anomeric position It has a role as a chromogenic compound. It is a member of coumarins, an alpha-D-galactoside and a monosaccharide derivative. It derives from a 4-methylumbelliferone. CC1=CC(=O)OC2=C1C=CC(=C2)O[C@@H]3[C@@H]([C@H]([C@H]([C@H](O3)CO)O)O)O